diethylstilbestrol-d8 C(C(\C(\C1=C(C(=C(O)C(=C1)[2H])[2H])[2H])=C(/C1=CC=C(O)C=C1)\CC)([2H])[2H])([2H])([2H])[2H]